P(=O)(OC1=C(N=CNC1=O)C[C@H](CN1CC(C1)C#N)C1=CC=C(C=C1)C#CC1=CC=C(C=C1)CN1CCOCC1)(O)O (S)-4-(3-(3-cyanoazetidin-1-yl)-2-(4-((4-(morpholinomethyl) phenyl) ethynyl) phenyl) propyl)-6-oxo-1,6-dihydropyrimidin-5-yl dihydrogen phosphate